N,N-dimethylaminoamine CN(C)N